N,N'-(3,6-bis(8-(4-cyano-3,5-dimethylphenyl)naphthalen-1-yl)-1,2-phenylene)bis(2,2-dimethylpropanamide) C(#N)C1=C(C=C(C=C1C)C=1C=CC=C2C=CC=C(C12)C=1C(=C(C(=CC1)C1=CC=CC2=CC=CC(=C12)C1=CC(=C(C(=C1)C)C#N)C)NC(C(C)(C)C)=O)NC(C(C)(C)C)=O)C